C(C)(=O)NC1=CC(=NC(=C1)[Sn](C)(C)C)C(=O)[O-] 4-acetamido-6-(trimethylstannanyl)-pyridine-2-carboxylate